C(CCCCCCCCCCCCC)OC=1C=C(COC2=CC=C(C=C2)C2=CC=C(C=C2)N)C=C(C1OCCCCCCCCCCCCCC)OCCCCCCCCCCCCCC 4'-((3,4,5-tris(tetradecyloxy)benzyl)oxy)-[1,1'-biphenyl]-4-amine